N-isopropyl-1-methyl-2-(2-(2,2,2-trifluoroethylamino)pyrimidin-4-yl)-1H-pyrrolo[3,2-c]pyridin-6-amine C(C)(C)NC1=CC2=C(C=N1)C=C(N2C)C2=NC(=NC=C2)NCC(F)(F)F